NC1=C2C(=C3C(=N1)C=C(N3COCC[Si](C)(C)C)C(=O)N(CC3=NC=C(C=C3F)C3CC3)C3CCCC3)COC2 5-amino-N-cyclopentyl-N-((5-cyclopropyl-3-fluoropyridin-2-yl)methyl)-1-((2-(trimethylsilyl)ethoxy)methyl)-6,8-dihydro-1H-furo[3,4-d]pyrrolo[3,2-b]pyridine-2-carboxamide